NCC(COC1=C(C(=C2C=C(N(C2=C1)C)C(=O)NC1(COCC1)C1=CC=C(C(=O)O)C=C1)Cl)Cl)O (±)-4-(3-(6-(3-Amino-2-hydroxypropoxy)-4,5-dichloro-1-methyl-1H-indole-2-carboxamido)tetrahydrofuran-3-yl)benzoic acid